4-(propylcarbamoyl)-2-{4,7,10-tris[(1-hydroxy-6-oxopyridin-2-yl)methyl]-1,4,7,10-tetraazacyclododecan-1-yl}butanoic acid C(CC)NC(=O)CCC(C(=O)O)N1CCN(CCN(CCN(CC1)CC=1N(C(C=CC1)=O)O)CC=1N(C(C=CC1)=O)O)CC=1N(C(C=CC1)=O)O